C(C1=CC=CC=C1)O[C@H]1[C@H](C(O[C@]1(COCCOCCOCCO[Si](C(C)C)(C(C)C)C(C)C)COCC1=CC=CC=C1)O)O (3R,4S,5S)-4-benzyloxy-5-(benzyloxymethyl)-5-[2-[2-(2-triisopropylsilyl-oxyethoxy)ethoxy]ethoxymethyl]tetrahydrofuran-2,3-diol